ClC1=C(C=C(C(=C1)OC)C(=O)OC)B(O)O 2-CHLORO-4-METHOXY-5-(METHOXYCARBONYL)PHENYLBORONIC ACID